C1(=CC=C(C=C1)C[C@H](C(=O)N)NC(=O)[C@H]1N(C[C@@H](C1)O)C([C@H](C(C)(C)C)N1N=NC(=C1C)C)=O)C1=CC=CC=C1 (2S,4R)-N-((R)-3-([1,1'-biphenyl]-4-yl)-1-amino-1-oxopropan-2-yl)-1-((S)-2-(4,5-dimethyl-1H-1,2,3-triazol-1-yl)-3,3-dimethylbutanoyl)-4-hydroxypyrrolidine-2-carboxamide